5-[3-[[tert-butoxycarbonyl(cyclopropyl)amino]methyl]azetidin-1-yl]pyrazine-2-carboxylic acid C(C)(C)(C)OC(=O)N(C1CC1)CC1CN(C1)C=1N=CC(=NC1)C(=O)O